N-[4-[(6,7-dimethoxy-1,5-naphthyridin-4-yl)oxy]-3-fluorophenyl]-4-hydroxy-6-methyl-5-thiophen-2-ylpyridine-3-carboxamide COC=1N=C2C(=CC=NC2=CC1OC)OC1=C(C=C(C=C1)NC(=O)C=1C=NC(=C(C1O)C=1SC=CC1)C)F